(E)-4-(2,2-difluoroethoxy)-6-(4-fluorophenylvinyl)-2-hydroxy-3-(3-methylbut-2-en-1-yl)benzoic acid FC(COC1=C(C(=C(C(=O)O)C(=C1)\C=C\C1=CC=C(C=C1)F)O)CC=C(C)C)F